ethyl 4-[2-(1-hydroxycyclohexyl)ethynyl]-2,6-dimethyl-7-oxo-1H-pyrrolo[2,3-c]pyridine-3-carboxylate OC1(CCCCC1)C#CC=1C2=C(C(N(C1)C)=O)NC(=C2C(=O)OCC)C